C(C)(C)(C)OOC(C)(C)OOC(C)(C)C di(tert-butyl-peroxy)propane